(S)-3-(1'-((1-methyl-1H-indazol-6-yl)methyl-d2)-6-oxo-6,8-dihydro-2H,7H-spiro[furo[2,3-e]isoindole-3,4'-piperidin]-7-yl)piperidine-2,6-dione CN1N=CC2=CC=C(C=C12)C(N1CCC2(CC1)COC1=C3CN(C(C3=CC=C12)=O)[C@@H]1C(NC(CC1)=O)=O)([2H])[2H]